COC(=O)[C@@H]1N(C[C@H](C1)C(F)(F)F)C(C1=C(C=C(C(=C1)OC)OCC1=CC=CC=C1)[N+](=O)[O-])=O (2R,4S)-1-(4-(benzyloxy)-5-methoxy-2-nitrobenzoyl)-4-(trifluoromethyl)pyrrolidine-2-carboxylic acid methyl ester